(1-phenylethyl)aniline C1(=CC=CC=C1)C(C)NC1=CC=CC=C1